ClC1=CC(N(S1)C)=O 5-Chloro-methyl-4-isothiazolin-3-one